O=C(CCCN(CCCC(=O)OC\C=C/CCCCCC)C(=O)SCCCN1CCCC1)OC(CCCCCCC)CCCCCCC (Z)-non-2-en-1-yl 4-((4-oxo-4-(pentadecan-8-yloxy)butyl)(((3-(pyrrolidin-1-yl)propyl)thio)carbonyl)amino)butanoate